3-hydroxy-2-methyl-4-pyrone OC1=C(OC=CC1=O)C